1,3-diphenylpropane-1,3-dione C1(=CC=CC=C1)C(CC(=O)C1=CC=CC=C1)=O